[C@@H]1([C@@H](O)[C@H](O)[C@H](O1)CO)N1C(=O)NC(=O)C(=C1)C#CC 1-β-D-arabinofuranosyl-5-propynyluracil